[NH4+].C1=CC=CC=2C3=CC=CC=C3NC12 carbazole ammonium salt